ClC1=NC=CC(=N1)C1=CC=C2C=CC(=C(C2=C1)N(C(OC(C)(C)C)=O)CC(=C)C#N)OC tert-butyl N-[7-(2-chloropyrimidin-4-yl)-2-Methoxynaphthalen-1-yl]-N-(2-cyano-2-methylideneethyl)carbamate